m-biphenylyl-N-methylpiperidine C1(=C(C=CC=C1)C1N(CCCC1)C)C1=CC=CC=C1